C[C@H]1CN(CCC1)C1CCN(CC1)C(=O)C1=CN=C(S1)NC(C)C1=NC=CC=C1C [(3R)-3-methyl[1,4'-bipiperidine]-1'-yl](2-{[1-(3-methylpyridin-2-yl)ethyl]amino}-1,3-thiazol-5-yl)methanone